ClC=1C2=C(N=CN1)NCC2 C4-chloro-6,7-dihydro-5H-pyrrolo[2,3-d]pyrimidine